CC=1NC2=CC=CC=C2C1CCNS(=O)(=O)C=1C=C(C(=O)NC2=CC(=CC=C2)[N+](=O)[O-])C=CC1 3-(N-(2-(2-methyl-1H-indol-3-yl)ethyl)sulfamoyl)-N-(3-nitrophenyl)benzamide